(R)-1-(4-((5-(1-(3,3-difluoropropyl)-1H-benzo[d][1,2,3]triazol-6-yl)-6-fluoro-4-methoxypyrrolo[2,1-f][1,2,4]triazin-2-yl)amino)-3,3-difluoropiperidin-1-yl)-2-hydroxyethan-1-one FC(CCN1N=NC2=C1C=C(C=C2)C=2C(=CN1N=C(N=C(C12)OC)N[C@H]1C(CN(CC1)C(CO)=O)(F)F)F)F